N-(2-ethoxyphenyl)-N'-(2-ethylphenyl)-ethanediaminid (2-methylpyridin-3-yl)ethyl-(1-methyl-4-(6-methyl-5-(methylsulfonamido)pyridin-2-yl)-1H-1,2,3-triazol-5-yl)carbamate CC1=NC=CC=C1CCN(C([O-])=O)C1=C(N=NN1C)C1=NC(=C(C=C1)NS(=O)(=O)C)C.C(C)OC1=C(C=CC=C1)[N-]C(C)[N-]C1=C(C=CC=C1)CC